2-(oxiranyl-2-ylmethyl)-1,2,3,4-tetrahydroisoquinoline O1C(C1)=CN1CC2=CC=CC=C2CC1